[Cl-].C(C1=CC=CC=C1)[N+](CCCCCCCCCCCCCCCC)(C)C benzyl-dimethylcetylammonium chloride